2-[3-({5-[(1R,4R,7R)-7-amino-2-azabicyclo[2.2.1]heptane-2-carbonyl]-2-[1-(cyclopropylmethyl)-1H-indol-2-yl]-7-methoxy-1H-1,3-benzodiazol-1-yl}methyl)azetidine-1-carbonyl]benzonitrile N[C@H]1[C@@H]2N(C[C@H]1CC2)C(=O)C2=CC1=C(N(C(=N1)C=1N(C3=CC=CC=C3C1)CC1CC1)CC1CN(C1)C(=O)C1=C(C#N)C=CC=C1)C(=C2)OC